2,8-dichloro-6-(2,6-dichloro-3,5-dimethoxyphenyl)quinazoline ClC1=NC2=C(C=C(C=C2C=N1)C1=C(C(=CC(=C1Cl)OC)OC)Cl)Cl